BrCC(CC(=O)OCC)=O ethyl 4-bromo-3-oxo-butanoate